C(C)OC(=O)C1(CCC1)CC=1C(=NC(=C(C1)OCC1CC1)Cl)Br 1-((2-bromo-6-chloro-5-(cyclopropylmethoxy)pyridin-3-yl)methyl)cyclobutanecarboxylic acid ethyl ester